6-cyclopropyl-2-(m-tolylamino)nicotinonitrile C1(CC1)C1=NC(=C(C#N)C=C1)NC=1C=C(C=CC1)C